N=1N(N=C2C1C=CC=C2)C=2C=C(C=C(C2O)C(C)(C)C)OC(CC)=O O-[3-(2H-benzotriazole-2-yl)-5-tert-butyl-4-hydroxyphenyl]propionic acid